(5-(azetidin-1-yl)-3-methoxypyridin-2-yl)(tert-butoxycarbonyl)carbamic acid tert-butyl ester C(C)(C)(C)OC(N(C(=O)OC(C)(C)C)C1=NC=C(C=C1OC)N1CCC1)=O